Benzyl (S)-4-(4-((4-(4-(2,2-difluorocyclopropane-1-carboxamido)-4-methylpiperidin-1-yl)pyrimidin-2-yl)amino)-1H-pyrazol-1-yl)piperidine-1-carboxylate FC1([C@@H](C1)C(=O)NC1(CCN(CC1)C1=NC(=NC=C1)NC=1C=NN(C1)C1CCN(CC1)C(=O)OCC1=CC=CC=C1)C)F